(2S,4R)-4-fluoro-N-[(S)-phenyl[4-(propan-2-yl)phenyl]methyl]-1-[2-(pyridin-2-yl)propanoyl]pyrrolidine-2-carboxamide F[C@@H]1C[C@H](N(C1)C(C(C)C1=NC=CC=C1)=O)C(=O)N[C@H](C1=CC=C(C=C1)C(C)C)C1=CC=CC=C1